1,2-Bis(2-(4,5-dihydro-1H-imidazol-2-yl)-propan-2-yl)diazene dihydrochloride Cl.Cl.N1C(=NCC1)C(C)(C)N=NC(C)(C)C=1NCCN1